C(#N)C=1C(=CC(=NC1)NC(=O)C1=CN(C=2C1=NC(=CC2)C2OCCO2)C)NCCOC N-(5-cyano-4-((2-methoxyethyl)amino)pyridin-2-yl)-5-(1,3-dioxolan-2-yl)-1-methyl-1H-pyrrolo[3,2-b]pyridine-3-carboxamide